C(C)(C)(C)N1CC(CC1)(C#CC(=C)C)OC tert-Butyl-3-methoxy-3-(3-methylbut-3-en-1-yn-1-yl)pyrrolidine